CN1C2=NC(=NC(=C2N=C1C1CN(C1)C)N1CCOCC1)N1N=C(C=C1)C1=CC=CC=C1 4-(9-methyl-8-(1-methylazetidin-3-yl)-2-(3-phenyl-1H-pyrazol-1-yl)-9H-purin-6-yl)morpholine